N-(4-(3-(3,5-dimethylisoxazol-4-yl)-5-(2-methoxyacetamido)phenoxy)-3,5-dimethylphenyl)-3-methoxypropanamide CC1=NOC(=C1C=1C=C(OC2=C(C=C(C=C2C)NC(CCOC)=O)C)C=C(C1)NC(COC)=O)C